FC1=C(C(=O)N)C=C(C(=C1F)OCC1=CC=C(C=C1)OC)F 2,3,5-trifluoro-4-[(4-methoxyphenyl)methoxy]benzamide